(1R*,2R*)-2-(5-chloro-2',6'-difluoro[1,1'-biphenyl]-2-yl)-2-fluorocyclopropane-1-carboxylic acid ClC=1C=CC(=C(C1)C1=C(C=CC=C1F)F)[C@@]1([C@H](C1)C(=O)O)F |o1:15,16|